CC1(OC[C@H](O1)C(=O)O)C (S)-2,2-dimethyl-1,3-dioxolan-4-carboxylic acid